(S)-3-(4-(trifluoromethyl)phenoxy)piperidine-1-carboxylic acid tert-butyl ester C(C)(C)(C)OC(=O)N1C[C@H](CCC1)OC1=CC=C(C=C1)C(F)(F)F